3-bromo-6-(difluoromethyl)-2-ethoxypyridine BrC=1C(=NC(=CC1)C(F)F)OCC